C(C=1C(C(=O)[O-])=CC=CC1)(=O)ON1C(C(CC1=O)C(C)(C)C)=O tert-butyl-(2,5-dioxopyrrolidin-1-yl) phthalate